C(=CC(C)C)OC1=CC=C2C=CC(OC2=C1)=O 7-isopentenoxycoumarin